S1C=C(C=C1)C1=NN2C(=NC=3C=CC=CC3C2=N1)N[C@H]1C(NCCC1)=O (3R)-3-{[2-(thien-3-yl)[1,2,4]triazolo[1,5-c]quinazolin-5-yl]amino}piperidin-2-one